C1C(CC2=CC=CC=C12)OCC1=C(C=CC(=C1)C1(CC1)C(=O)O)C1=CC(=C(C(=C1)OC)C)OC {2-[(2,3-dihydro-1H-inden-2-yloxy)methyl]-3',5'-dimethoxy-4'-methyl-[1,1'-biphenyl]-4-yl}cyclopropane-1-carboxylic acid